7-chloro-3-iodo-1-((2-(trimethylsilyl)ethoxy)methyl)-1H-pyrrolo[2,3-c]pyridine ClC=1N=CC=C2C1N(C=C2I)COCC[Si](C)(C)C